N-(4-cyano-3-(trifluoromethyl)phenyl)-3-(4-(4-(3-(4-(2-((2,6-dioxopiperidin-3-yl)amino)-2-oxoethyl)phenoxy)propyl)piperazin-1-yl)phenoxy)-2-hydroxy-2-methylpropanamide C(#N)C1=C(C=C(C=C1)NC(C(COC1=CC=C(C=C1)N1CCN(CC1)CCCOC1=CC=C(C=C1)CC(=O)NC1C(NC(CC1)=O)=O)(C)O)=O)C(F)(F)F